N-(4-(4-(trifluoromethyl)isoxazol-3-yl)phenyl)acrylamide FC(C=1C(=NOC1)C1=CC=C(C=C1)NC(C=C)=O)(F)F